4-amino-6-[(3R)-4-(cyclopropylcarbonyl)-3-methylpiperazin-1-yl]-2-(1-methyl-1H-pyrazol-4-yl)pyrimidine-5-carbonitrile NC1=NC(=NC(=C1C#N)N1C[C@H](N(CC1)C(=O)C1CC1)C)C=1C=NN(C1)C